C(C1=CC=CC=C1)OC=1C=NN(C1)C=1N=C2N(C=C(C=C2)C(F)(F)F)C1 2-[4-(benzyloxy)-1H-pyrazol-1-yl]-6-(trifluoromethyl)imidazo[1,2-a]pyridine